Pentacosa-12,15-dienoic acid C(CCCCCCCCCCC=CCC=CCCCCCCCCC)(=O)O